NC1=CC(=C(C=C1)C1(CCN(CC1)C(=O)OC(C)(C)C)O)C tertbutyl 4-(4-amino-2-methylphenyl)-4-hydroxypiperidin-1-carboxylate